4-[(1S,3S)-3-{5-[(5-chloro-2-oxo-1,3-benzooxazol-3(2H)-yl)methyl]-1,2,4-oxadiazol-3-yl}-2,2-dimethylcyclopropyl]benzenesulfonamide ClC=1C=CC2=C(N(C(O2)=O)CC2=NC(=NO2)[C@@H]2C([C@H]2C2=CC=C(C=C2)S(=O)(=O)N)(C)C)C1